1-((3R,4R)-3-(3-((4-amino-7-methyl-5-(4-phenoxyphenyl)-7H-pyrrolo[2,3-d]pyrimidin-6-yl)ethynyl)azetidin-1-yl)-4-hydroxypiperidin-1-yl)prop-2-en-1-one NC=1C2=C(N=CN1)N(C(=C2C2=CC=C(C=C2)OC2=CC=CC=C2)C#CC2CN(C2)[C@@H]2CN(CC[C@H]2O)C(C=C)=O)C